BrC1=CC=2C(=NSN2)C=C1Br 5,6-dibromo-2,1,3-benzothiadiazole